O1C(=NC2=C1C=CC=C2)C2=C(C(=O)OCC)C=C(C=N2)N2C1=C(OCCC2)C=CC(=C1)F ethyl 2-(benzo[d]oxazol-2-yl)-5-(7-fluoro-3,4-dihydrobenzo[b][1,4]oxazepine-5(2H)-yl)nicotinate